[3-(dimethylamino) propyl]-6-{5-[(2-heptyl-1-oxoundecyl) oxy] pentyl}-13-methyl-8-oxo-9,13-diaza-7-oxatetradec-1-yl 2-heptylundecanoate C(CCCCCC)C(C(=O)OCCCCCC(OC(NCCCN(CCCCN(C)C)C)=O)CCCCCOC(C(CCCCCCCCC)CCCCCCC)=O)CCCCCCCCC